4-methoxy-5-methyl-6-[(1H-pyrazol-1-yl)methyl]-1,2-benzoxazol-3-amine COC1=C(C(=CC2=C1C(=NO2)N)CN2N=CC=C2)C